C[Si](C)(C)C#CC=1N=CSC1 4-[(trimethylsilyl)ethynyl]Thiazole